naphthalen-1-ylmethane C1(=CC=CC2=CC=CC=C12)C